ClC1=CC(=C(OC(C(=O)O)CF)C=C1F)C(CC)(F)F 2-(4-chloro-2-(1,1-difluoropropyl)-5-fluorophenoxy)-3-fluoropropanoic acid